Pentamethylmolybdenum C[Mo](C)(C)(C)C